N-[6-(4-methyl-1,3-thiazol-2-yl)-2H,3H,4H-pyrido[3,2-b]-[1,4]oxazin-8-yl]pyridin-4-amine CC=1N=C(SC1)C=1C=C(C=2OCCNC2N1)NC1=CC=NC=C1